3-(5-methyl-1,3,4-thiadiazol-2-yl)-N-(1-methylcyclopropyl)-2-oxo-2,3-dihydro-1H-benzo[d]imidazole-5-sulfonamide CC1=NN=C(S1)N1C(NC2=C1C=C(C=C2)S(=O)(=O)NC2(CC2)C)=O